(1R,5S)-3-(8-cyanoquinolin-5-yl)-N-(cis-4-morpholinocyclohexyl)-5-(trifluoromethyl)-3-azabicyclo[3.1.0]hexane-1-carboxamide C(#N)C=1C=CC(=C2C=CC=NC12)N1C[C@]2(C[C@]2(C1)C(F)(F)F)C(=O)N[C@@H]1CC[C@@H](CC1)N1CCOCC1